C1(CCCCC1)C=1C=CC(=NC1)CN(C(=O)[C@@H]1N(CC1)S(=O)(=O)C1=C(C(=C(C(=C1F)F)F)F)F)C1=C(C=C(C=C1)C(NO)=O)F (R)-N-((5-cyclohexylpyridin-2-yl)methyl)-N-(2-fluoro-4-(hydroxycarbamoyl)phenyl)-1-((perfluorophenyl)sulfonyl)azetidine-2-carboxamide